(R)-1-(7-(5-amino-3-(4-phenoxyphenyl)imidazo[1,5-c]pyrimidin-1-yl)-2-azaspiro[3.5]nonan-2-yl)-2-hydroxypropan-1-one NC1=NC=CC=2N1C(=NC2C2CCC1(CN(C1)C([C@@H](C)O)=O)CC2)C2=CC=C(C=C2)OC2=CC=CC=C2